COC1=C2N(C(NC2=NC=N1)=O)CC(F)(F)F 6-methoxy-7-(2,2,2-trifluoroethyl)-7,9-dihydro-8H-purin-8-one